N-Acetylmuramyl-L-Alanin C(C)(=O)N([C@@H](C)C(=O)O)C1[C@H](N)[C@@H](O[C@@H](C(=O)O)C)[C@H](O)[C@H](O1)CO